N-[2-(3,3-difluoropyrrolidin-1-yl)-4-(2-fluorophenyl)-3-pyridyl]-6,7-dihydro-4H-pyrazolo[1,5-a]pyrazine-5-carboxamide FC1(CN(CC1)C1=NC=CC(=C1NC(=O)N1CC=2N(CC1)N=CC2)C2=C(C=CC=C2)F)F